FC=1C(=NC(=NC1)NC1=CC=C(C=N1)CN1CCN(CC1)C(=O)OC(C)(C)C)C1=CC2=C(N=C3N2[C@@H](CC3)C(F)(F)F)C(=C1)F tert-butyl (S)-4-((6-((5-fluoro-4-(5-fluoro-1-(trifluoromethyl)-2,3-dihydro-1H-benzo[d]-pyrrolo[1,2-a]imidazol-7-yl)pyrimidin-2-yl)amino)pyridin-3-yl)methyl)piperazine-1-carboxylate